S(=O)(=O)([O-])[O-].[NH4+].[NH4+] Ammonium sulfate